2-(endo-6-amino-3-azabicyclo[3.1.1]heptan-3-yl)-5-(4-chloro-2-methyl-2H-indazol-5-yl)-3-methyl-3,7-dihydro-4H-pyrrolo[2,3-d]pyrimidin-4-one NC1C2CN(CC1C2)C=2N(C(C1=C(N2)NC=C1C1=C(C2=CN(N=C2C=C1)C)Cl)=O)C